methyl 8-(2,4-dichlorophenyl)-9-(2,6-difluoro-4-(((trifluoromethyl)sulfonyl)oxy)phenyl)-6,7-dihydro-5H-benzo[7]annulene-3-carboxylate ClC1=C(C=CC(=C1)Cl)C=1CCCC2=C(C1C1=C(C=C(C=C1F)OS(=O)(=O)C(F)(F)F)F)C=CC(=C2)C(=O)OC